2-(tert-butoxy-carbonyl)-1,2,3,4-tetrahydroisoquinoline-6-carboxylic acid C(C)(C)(C)OC(=O)N1CC2=CC=C(C=C2CC1)C(=O)O